NC(C(=O)O)[C@@H]1CC[C@@H](CC1)NC(=N)N cis-α-amino-4-guanidinocyclohexaneacetic acid